N-methyl-pyrrolidine bromine [Br].CN1CCCC1